N-(4-methyl-2-nitrophenyl)pyridin-2-amine CC1=CC(=C(C=C1)NC1=NC=CC=C1)[N+](=O)[O-]